CS(=O)(=O)C=1C(=C(NC1)C(=O)N)C 4-methanesulfonyl-3-methyl-1H-pyrrole-2-carboxamide